N-(7-fluoro-2-methyl-2H-indazol-5-yl)-2-(piperazin-1-yl)-4-propoxypyrimidine-5-carboxamide FC1=CC(=CC2=CN(N=C12)C)NC(=O)C=1C(=NC(=NC1)N1CCNCC1)OCCC